ClC1=CC2=C(S1)[C@@]1(C[C@@H](N([C@@H](C1)C=1N=NN(C1)C)C(C(F)(F)F)=O)C)OC[C@H]2O 1-[(2'S,4S,6'S,7S)-2-chloro-4-hydroxy-2'-methyl-6'-(1-methyltriazol-4-yl)spiro[4,5-dihydrothieno[2,3-c]pyran-7,4'-piperidine]-1'-yl]-2,2,2-trifluoro-ethanone